1-(3-chloro-5'-fluoro-2'-methoxy-3'-(4,4,5,5-tetramethyl-1,3,2-dioxaborolan-2-yl)-[1,1'-biphenyl]-4-yl)-3-methyl-1H-imidazol-2(3H)-one ClC=1C=C(C=CC1N1C(N(C=C1)C)=O)C1=C(C(=CC(=C1)F)B1OC(C(O1)(C)C)(C)C)OC